difluoromethyl-1,1,1-trifluoroethylether FC(F)C(C(F)(F)F)OC(C(F)(F)F)C(F)F